acrylic acid 3,4-epoxytricyclo[5.2.1.02,6]decan-8-yl ester C12C3C4C(CC3C(C(C1)OC(C=C)=O)C2)O4